[Si](C)(C)(C(C)(C)C)O[C@H]1[C@@H](CC(C1)(C)C)C(=O)OC methyl (1R,2R)-2-((tert-butyldimethylsilyl)oxy)-4,4-dimethylcyclopentane-1-carboxylate